N-tert-butyl-2-[3-[(4-chloro-7-fluoro-1H-benzimidazol-2-yl)methyl]-3,8-diazabicyclo[3.2.1]oct-8-yl]acetamide C(C)(C)(C)NC(CN1C2CN(CC1CC2)CC2=NC1=C(N2)C(=CC=C1Cl)F)=O